C(C)(C)(C)OC(=O)N1CCN(CC1)C1=C(C=C(C=C1)N)F 4-(4-amino-2-fluoro-phenyl)-piperazine-1-carboxylic acid tert-butyl ester